COC1=CC=C(CN2N=CC=3C2=NC=C(C3)C#CC=3C=C(C(=O)N)C=CC3C)C=C1 3-((1-(4-methoxybenzyl)-1H-pyrazolo[3,4-b]pyridin-5-yl)ethynyl)-4-methylbenzamide